divinylcarbamate C(=C)N(C([O-])=O)C=C